C(CCCCCCCCCCC)SCCC(OC(C(=O)O)(C)OCCC)=O 3-(dodecylthio)-1-oxopropoxy-propyloxy-propionic acid